((2S,7aR)-2-((tert-butyldiphenylsilyl)oxy)-6-methylenetetrahydro-1H-pyrrolizin-7a(5H)-yl)methanol [Si](C1=CC=CC=C1)(C1=CC=CC=C1)(C(C)(C)C)O[C@H]1C[C@]2(CC(CN2C1)=C)CO